ClC=1C(=C(NC2=NC=NC3=CC(=C(C=C23)[N+](=O)[O-])C#C[C@@]23CN(C[C@H]3C2)C(=O)OC(C)(C)C)C=CC1)F tert-butyl (1R,5S)-1-[2-[4-(3-chloro-2-fluoro-anilino)-6-nitro-quinazolin-7-yl]ethynyl]-3-azabicyclo[3.1.0]hexane-3-carboxylate